Methyl-(2-(3-((tert-butoxycarbonyl)amino)phenyl)thiazole-4-carbonyl)serine CN([C@@H](CO)C(=O)O)C(=O)C=1N=C(SC1)C1=CC(=CC=C1)NC(=O)OC(C)(C)C